BrC=1C=2CCN(C(C2C(=C2C1OC(O2)([C@@H]2CC[C@H](CC2)NC)C)C)=O)CC=2C(NC(=CC2C)C)=O 9-bromo-6-((4,6-dimethyl-2-oxo-1,2-dihydropyridin-3-yl)methyl)-2,4-dimethyl-2-(trans-4-(methylamino)cyclohexyl)-7,8-dihydro-[1,3]dioxolo[4,5-g]isoquinolin-5(6H)-one